N1C(=NC2=C1C=CC=C2)NC(C2=CC(=CC=C2)Cl)=O N-(1H-benzimidazol-2-yl)-3-chlorobenzamide